NC1=C(C=NC(=C1F)Cl)C=O 4-amino-6-chloro-5-fluoropyridine-3-formaldehyde